P(=O)(OCCOC(C(=C)C)=O)(OCCOC(C(=C)C)=O)[O-] di[2-(methacryloyloxy) ethyl] phosphate